C1(CCCC1)OC([C@@H](NC(=O)OC(C)(C)C)CC1=CC=C(C=C1)O)=O (tert-butoxycarbonyl)-L-tyrosine cyclopentyl ester